NC1=C(C=C(C=C1)S(=O)(=O)NCCCO[C@H]1O[C@H]2[C@@]34C([C@@H](CC[C@H]3[C@H]1C)C)CC[C@@](OO4)(O2)C)Cl 4-Amino-3-chloro-N-(3-(((3R,6R,8aS,9R,10S,12R,12aR)-3,6,9-trimethyldecahydro-12H-3,12-epoxy[1,2]dioxepino[4,3-i]isochromen-10-yl)oxy)propyl)benzenesulfonamide